tetradeca-1,3,5-trien-7-one C=CC=CC=CC(CCCCCCC)=O